OC[C@H]1[C@@H](C1)C(=O)NC1=CC=C2C(=N1)NC=C2C2=C(C=CC=C2)OC trans-2-(hydroxymethyl)-N-(3-(2-methoxyphenyl)-1H-pyrrolo[2,3-b]pyridin-6-yl)cyclopropane-1-carboxamide